2-(4-boronophenyl)-2-methylpropionic acid B(O)(O)C1=CC=C(C=C1)C(C(=O)O)(C)C